CSC[C@H]([C@H](C(=O)COP(=O)([O-])[O-])O)O The molecule is dianion of S-methyl-5-thio-D-ribulose 1-phosphate. It has a role as a human metabolite and a Saccharomyces cerevisiae metabolite. It is a conjugate base of a S-methyl-5-thio-D-ribulose 1-phosphate.